5-nitrosobenzoic acid tert-butyl ester C(C)(C)(C)OC(C1=CC=CC(=C1)N=O)=O